4-((4-chlorophenyl)(phenyl)methyl)piperazin ClC1=CC=C(C=C1)C(N1CCNCC1)C1=CC=CC=C1